2-amino-2-methylpropanediol CC(CO)(CO)N